BrC1=C(C(=O)NC23CCC(CC2)(CC3)C#N)C=C(C=C1)S(F)(F)(F)(F)F 2-bromo-N-(4-cyanobicyclo[2.2.2]octan-1-yl)-5-(pentafluoro-λ6-sulfanyl)benzamide